N1=NN=NC1CC(=O)O 5H-TETRAAZOL-5-YLACETIC ACID